C1(=CC=CC2=CC=CC=C12)CCO alpha-naphthaleneethanol